N[C@H]1C2=CC=CC=C2CC12CCN(CC2)C2=CN=C1C(=N2)NN=C1N1CCN(C2=CC=CC=C12)C(C)=O 1-(4-{6-[(3R)-3-amino-1,3-dihydrospiro[inden-2,4'-piperidin]-1'-yl]-1H-pyrazolo[3,4-b]pyrazin-3-yl}-1,2,3,4-tetrahydroquinoxalin-1-yl)ethan-1-one